[N+](=O)([O-])C=1C=CC(=C(C1)N)N 5-nitro-1,2-diaminobenzene